NC1=NC(=CC(=N1)N1CCC2(C[C@H](NC2)C(=O)O)CC1)O[C@@H](C(F)(F)F)C1=CC=C(C=C1)C1=CC(=CC=C1)C(C)C (S)-8-(2-amino-6-((R)-2,2,2-trifluoro-1-(3'-isopropyl-[1,1'-biphenyl]-4-yl)ethoxy)pyrimidin-4-yl)-2,8-diazaspiro[4.5]decane-3-carboxylic acid